FC1=C(CNC2=C3N=CN(C3=NC=N2)[C@H]2[C@@H](O)[C@H](O)[C@H](O2)CO)C=CC=C1 6-(2-Fluorobenzylamino)-9-β-D-arabinofuranosylpurin